OC=1C=C(C=CC1)N1CCN(CC1)C(CCN1C=NC2=C(NC=3C=CC(=CC23)C)C1=O)=O 3-(3-(4-(3-hydroxyphenyl)piperazin-1-yl)-3-oxopropyl)-8-methyl-3,5-dihydro-4H-pyrimido[5,4-b]indol-4-one